COP(=O)(OC)[O-].CN1C=[N+](C=C1)C 1,3-Dimethylimidazolium dimethyl-phosphate